3-bromo-1-(4-(trifluoromethyl)phenyl)-1H-pyrazole BrC1=NN(C=C1)C1=CC=C(C=C1)C(F)(F)F